COC1=CC=C(C=C1)N1N=C(NC1=O)[C@@H]1CN(CCC1)CCC1CCC(CC1)NC(OC(C)(C)C)=O Tert-butyl ((1R,4S)-4-(2-((s)-3-(1-(4-methoxyphenyl)-5-oxo-4,5-dihydro-1H-1,2,4-triazol-3-yl)piperidin-1-yl)ethyl)cyclohexyl)carbamate